CC1=CC=C(C=C1)S(=O)(=O)OC1CC(C1)[C@@H](C)OCC1=CC=CC=C1 (1R,3s)-3-((S)-1-(benzyloxy)ethyl)cyclobutyl 4-methylbenzenesulfonate